NC=1C(=NON1)N1N=NC=C1C(C)(C)O 2-[1-(4-amino-1,2,5-oxadiazol-3-yl)-1H-1,2,3-triazol-5-yl]propan-2-ol